9,9-Difluoro-9H-fluorene-2-carboxylic acid FC1(C2=CC=CC=C2C=2C=CC(=CC12)C(=O)O)F